C(C1=CC=CC=C1)OC(=O)N1[C@H]2CC(C[C@@H]1CC2)(C(C)C)O (1R,3R,5S)-3-hydroxy-3-isopropyl-8-azabicyclo[3.2.1]octane-8-carboxylic acid benzyl ester